C1NCC12CCN(CC2)C=2C=C1CN(C(C1=CC2)=O)C2C(NC(CC2)=O)=O 3-(5-{2,7-diazaspiro[3.5]nonan-7-yl}-1-oxo-3H-isoindol-2-yl)piperidine-2,6-dione